4-fluoro-5-(6-methoxypyridazin-4-yl)-2-[6-(3-{[(1s,3s)-3-fluorocyclobutyl]amino}pyrrolidin-1-yl)pyridazin-3-yl]phenol FC1=CC(=C(C=C1C1=CN=NC(=C1)OC)O)C=1N=NC(=CC1)N1CC(CC1)NC1CC(C1)F